O=C1NC(CCC1C1=C(C=C(OC2CCN(CC2)CCC2CCC(CC2)N2N=C3C=C(C(=CC3=C2)C(=O)NC2=CN=C3N2N=CC=C3)OC)C=C1F)F)=O 2-((1r,4r)-4-(2-(4-(4-(2,6-Dioxopiperidin-3-yl)-3,5-difluorophenoxy)piperidin-1-yl)ethyl)cyclohexyl)-N-(imidazo[1,2-b]pyridazin-3-yl)-6-methoxy-2H-indazole-5-carboxamide